4-Methyl-2,5,8,11,14,17-Hexaoxabicyclo[16.4.0]Docosa-1(22),18,20-Triene CC1COC2=CC=CC=C2OCCOCCOCCOCCO1